3-bromo-7-hydroxy-2,2-dimethyl-2H-chromen-6-ylethane-1-one BrC=1C(OC2=CC(=C(C=C2C1)C(C)=O)O)(C)C